C1(CCCC1)N1N=CC=C1C(=O)O 1-cyclopentyl-1H-pyrazole-5-carboxylic acid